glutarimide C1(CCCC(N1)=O)=O